1,4-diisopropylbiphenyl C(C)(C)C1(CC=C(C=C1)C(C)C)C1=CC=CC=C1